BrC=1C=CC(=C(C1)Cl)F 5-Bromo-1-chloro-2-fluorobenzene